4-((E)-((E)-4-((E)-3-(4-bromophenyl)acryloyloxy)benzylidene)amino)benzoic acid BrC1=CC=C(C=C1)/C=C/C(=O)OC1=CC=C(\C=N\C2=CC=C(C(=O)O)C=C2)C=C1